(3R,4S)-1-[4-({8-[(2R,3S)-3-[(ethanesulfonyl)meth-yl]-2-methylazetidin-1-yl]-5-(propan-2-yl)-2,6-naphthyridin-3-yl}amino)pyrimidin-2-yl]-3-fluoro-4-methylpiperidin-4-ol C(C)S(=O)(=O)C[C@@H]1[C@H](N(C1)C=1C=NC(=C2C=C(N=CC12)NC1=NC(=NC=C1)N1C[C@H]([C@](CC1)(O)C)F)C(C)C)C